C(CCC)C1(CS(C2=C(N(C1)C1=CC=C(C=C1)F)C=C(C(=C2)OC[C@@H](C(=O)O)OC)SC)(=O)=O)CCCC (S)-3-((3,3-dibutyl-5-(4-fluorophenyl)-7-(methylsulfanyl)-1,1-dioxo-2,3,4,5-tetrahydro-1,5-benzothiazepin-8-yl)oxy)-2-methoxypropionic acid